C(#N)C1=C(C(=NC(=C1)C1=C2C=CC=NC2=CC=C1)C(CCC(=O)O)=O)O 4-(4-Cyano-3-hydroxy-6-quinolin-5-yl-pyridin-2-yl)-4-oxo-butyric acid